ClC1=CC=C(O[C@H](C(=O)NOCCC)C)C=C1 (2S)-2-(4-chlorophenoxy)-N-propoxypropanamide